5-(2-(2-Aminopyridin-3-yl)-3-(4-(hydroxymethyl)phenyl)-3H-imidazo[4,5-b]pyridin-5-yl)-1-methylpyridin-2(1H)-one NC1=NC=CC=C1C1=NC=2C(=NC(=CC2)C=2C=CC(N(C2)C)=O)N1C1=CC=C(C=C1)CO